OCCCCCC(=O)C1C(O1)=O 3-(6-hydroxyhexanoyl)oxiran-2-one